S1C=C(C=2C1=NC=CC2)C(=O)O thieno[2,3-b]pyridine-3-carboxylic acid